C(C)C1=C(C=C(C(=C1)OCOCC[Si](C)(C)C)F)C1=CC=C2C=NN(C2=C1)COCC[Si](C)(C)C 6-(2-ethyl-5-fluoro-4-((2-(trimethylsilyl)ethoxy)methoxy)phenyl)-1-((2-(trimethylsilyl)ethoxy)methyl)-1H-indazol